1,3-diaminobenzene-4,6-disulfonate NC1=CC(=C(C=C1S(=O)(=O)[O-])S(=O)(=O)[O-])N